C(#N)C1=CC=C(C=C1)[C@@H]1OC=CC=C1 (R)-2-(4-cyanophenyl)-2H-pyran